CC1C(CC(CC1)C)N 2,5-dimethylcyclohexylamine